5-[[4-[(E)-3-(4-Hydroxy-3-methoxyphenyl)prop-2-enoyl]phenyl]methyl]-1,3-thiazolidine-2,4-dione OC1=C(C=C(C=C1)/C=C/C(=O)C1=CC=C(C=C1)CC1C(NC(S1)=O)=O)OC